bis-benzoquinolinyliridium (III) N1=C(C=CC2=CC=C3C(=C12)C=CC=C3)[Ir+]C3=NC1=C2C(=CC=C1C=C3)C=CC=C2